1-tert-butyl 2-methyl (2R)-5-oxopyrrolidine-1,2-dicarboxylate O=C1CC[C@@H](N1C(=O)OC(C)(C)C)C(=O)OC